N[C@@H]([C@@H](C(=O)N1[C@@H](CCC1)C(=O)N[C@H](C(=O)NS(N(C)C)(=O)=O)CC(C)C)O)CC(C)C (S)-1-((2S,3R)-3-amino-2-hydroxy-5-methylhexanoyl)-N-((S)-1-((N,N-dimethylsulfamoyl)-amino)-4-methyl-1-oxopentan-2-yl)pyrrolidine-2-carboxamide